C1(CC1)N1N=NC(=C1)CNC(C(=O)C=1C(=C(N(C1C)C)C(=O)NC1=CC(=C(C=C1)F)F)C)=O 4-(2-(((1-cyclopropyl-1H-1,2,3-triazol-4-yl)methyl)amino)-2-oxoacetyl)-N-(3,4-Difluorophenyl)-1,3,5-trimethyl-1H-pyrrole-2-carboxamide